C(CCCCCCCCCCC(CCCCCCCC)O)O eicosane-1,12-diol